C1(CC1)N(C(OC(C)(C)C)=O)C1CCN(CC1)C=1C2=CN(N=C2C(=CC1)C(NC=1C=C(C=2N(C1)C=C(N2)C)F)=O)C tert-butyl N-cyclopropyl-N-{1-[7-({8-fluoro-2-methylimidazo[1,2-a]pyridin-6-yl}carbamoyl)-2-methylindazol-4-yl]piperidin-4-yl}carbamate